NC1=NC=CC=C1C1=NC=2C(=NC(=CC2)C2=CC(=CC=C2)F)N1C=1C=C2CC[C@@H](C2=CC1)NC(C1=CC(=C(C=C1)O)C=O)=O N-[(1S)-5-[2-(2-aminopyridin-3-yl)-5-(3-fluorophenyl)imidazo[4,5-b]pyridin-3-yl]-2,3-dihydro-1H-inden-1-yl]-3-formyl-4-hydroxybenzamide